8-(3,7-dimethylocta-2,6-dien-1-yl)-7-hydroxy-2,2-dimethyl-5-pentyl-4H-benzo[d][1,3]dioxin-4-one CC(=CCC1=C(C=C(C2=C1OC(OC2=O)(C)C)CCCCC)O)CCC=C(C)C